((S)-1-((((2S,3S,4R,5R)-5-(6-chloro-4-(cyclopentylamino)-1H-pyrazolo[3,4-d]pyrimidin-1-yl)-3,4-dihydroxytetrahydrofuran-2-yl)methyl)sulfonyl)-1-phenylethyl)phosphonic acid ClC1=NC(=C2C(=N1)N(N=C2)[C@H]2[C@@H]([C@@H]([C@H](O2)CS(=O)(=O)[C@@](C)(C2=CC=CC=C2)P(O)(O)=O)O)O)NC2CCCC2